C(CCC)C1=C(C(=C(C(=C1)C)C=CCC)C(C)(C)C)O 2-butyl-6-tert-butyl-4-methyl-5-butenylphenol